COC=1C=C(C=CC1OC)NC(CN1C(NC(C(=C1)F)=O)=O)=O N-(3,4-dimethoxyphenyl)-2-(5-fluoro-2,4-dioxo-3,4-dihydropyrimidin-1(2H)-yl)acetamide